C(C(C)C)(=O)OC1=CC2=CC=C(C(=C2C(=C1)[C@@H]1CC=2N=C(N=C(C2OC1)N1CC(CCCC1)NC(C=C)=O)OC[C@]1(N(C[C@@H](C1)F)C)C)C#C)F 4-((7S)-4-(3-acrylamidoazepan-1-yl)-2-(((2S,4R)-4-fluoro-1,2-dimethylpyrrolidin-2-yl)methoxy)-7,8-dihydro-6H-pyrano[3,2-d]pyrimidin-7-yl)-5-ethynyl-6-fluoronaphthalen-2-yl isobutyrate